CC1OCC2(CO1)COC(OC2)C 3,9-dimethyl-2,4,8,10-tetraoxaspiro[5.5]undecane